C1(CCCCC1)CNC(OC1=CC(=CC=C1)C=1C=NC=C(C1)C=1NC=CC1)=O 3-(5-(1H-pyrrol-2-yl)pyridin-3-yl)phenyl (cyclohexylmethyl)carbamate